C(#N)NS(=O)(=NC(NC1=C2CCCC2=CC=2CCCC12)=O)C1=CN=C(S1)C(C)(C)O N-cyano-N'-((1,2,3,5,6,7-hexahydro-s-indacen-4-yl)carbamoyl)-2-(2-hydroxypropan-2-yl)thiazole-5-sulfonimidamide